(4-amino-1-methylimidazo[1,5-a]pyrido[3,4-e]pyrazin-8-yl)((2S,6R)-10-fluoro-9-(trifluoromethyl)-3,4-dihydro-2H-2,6-methanobenzo[b][1,5]oxazocin-5(6H)-yl)methanone NC=1C=2N(C3=C(N1)C=NC(=C3)C(=O)N3[C@H]1C4=C(O[C@@H](CC3)C1)C(=C(C=C4)C(F)(F)F)F)C(=NC2)C